C[NH+](CCCCCCCCCCCCCCCCCC)CCCCCCCCCCCCCCCCCC methylbis(octadecyl)-ammonium